C(C(=C)C)(=O)SC(C(=C)C)=O methacryloylsulfide